tert-butyl 2-(6-(4-cyanophenyl)-2-oxo-3-(phenethylamino)pyrazin-1(2H)-yl)acetate C(#N)C1=CC=C(C=C1)C1=CN=C(C(N1CC(=O)OC(C)(C)C)=O)NCCC1=CC=CC=C1